5-amino-2-methylbenzo[d]oxazole-6-carbaldehyde NC=1C(=CC2=C(N=C(O2)C)C1)C=O